F[B-](F)(F)F.C1(CCCCC1)[PH+](C1=CC(=CC(=C1)C(C)(C)C)C(C)(C)C)C1CCCCC1 dicyclohexyl-(3,5-di-(tert-butyl)phenyl)phosphonium tetrafluoroborate